NC1=NC(N(C2=CC(=CC=C12)OC(F)(F)F)C1=CC=CC2=C1CCO2)=O 4-amino-1-(2,3-dihydro-1-benzofuran-4-yl)-7-(trifluoromethoxy)quinazolin-2-one